((3aS,4R,6S,6aS)-6-(4-aminopyrrolo[2,1-f][1,2,4]triazin-7-yl)-4-cyano-2,2-dimethyltetrahydrofuro[3,4-d][1,3]dioxol-4-yl)methyl (tetrahydro-2H-pyran-4-yl) carbonate C(OC[C@]1(O[C@H]([C@@H]2OC(O[C@@H]21)(C)C)C2=CC=C1C(=NC=NN12)N)C#N)(OC1CCOCC1)=O